(4-chlorophenyl)-3-fluoro-3-(p-toluenesulfonyl)acrylamide ClC1=CC=C(C=C1)C(C(=O)N)=C(S(=O)(=O)C1=CC=C(C)C=C1)F